6-(4-((dimethylamino)methyl)-2-(6-methylpyridin-2-yl)-1H-imidazol-1-yl)imidazo[1,2-a]pyridine-3-carbonitrile CN(C)CC=1N=C(N(C1)C=1C=CC=2N(C1)C(=CN2)C#N)C2=NC(=CC=C2)C